1,3,5-triiodophenol IC1(CC(=CC(=C1)I)I)O